OC=1C=CC2=CC3=C(C=CC(C3=C2C1)(C)C)Cl 3-hydroxy-8-chloro-5,5-dimethyl-fluorene